4-cyano-N-[2-(4,4-dimethylcyclohexen-1-yl)-6-(9-methyl-3,9-diaza-bicyclo[3.3.1]nonan-3-yl)-3-pyridyl]-1-(2-trimethylsilylethoxymethyl)imidazole-2-carboxamide C(#N)C=1N=C(N(C1)COCC[Si](C)(C)C)C(=O)NC=1C(=NC(=CC1)N1CC2CCCC(C1)N2C)C2=CCC(CC2)(C)C